N-(4-(2-((4-amino-3-fluorocyclohexyl)amino)-8-isopropyl-7-oxo-7,8-dihydropteridin-6-yl)-2-fluorophenyl)-3,3,3-trifluoropropane-1-sulfonamide NC1C(CC(CC1)NC1=NC=2N(C(C(=NC2C=N1)C1=CC(=C(C=C1)NS(=O)(=O)CCC(F)(F)F)F)=O)C(C)C)F